[N+](=O)(OC(CO)C1CCN(CC1)S(=O)(=O)C1=CC(=C(C=C1)OCC)C=1NC(C2=C(N1)C(=NN2C)CCC)=O)[O-] 1-(1-((4-Ethoxy-3-(1-methyl-7-oxo-3-propyl-6,7-dihydro-1H-pyrazolo[4,3-d]pyrimidin-5-yl) phenyl) sulfonyl) piperidin-4-yl)-2-hydroxyethyl nitrate